(S)-8-(difluoromethoxy)-8'-fluoro-6-(trifluoromethyl)-3H-spiro[imidazo[1,2-a]pyridine-2,4'-isothiochromane] FC(OC=1C=2N(C=C(C1)C(F)(F)F)C[C@@]1(CSCC3=C(C=CC=C13)F)N2)F